3-((2-methylene-4-oxo-4-(1-(4-(pentafluoro-λ6-sulfaneyl)phenyl)cyclobutoxy)butanoyl)oxy)propanoic acid C=C(C(=O)OCCC(=O)O)CC(OC1(CCC1)C1=CC=C(C=C1)S(F)(F)(F)(F)F)=O